(S)-1-isobutyl-4-(1-isocyanatoethyl)benzene C(C(C)C)C1=CC=C(C=C1)[C@H](C)N=C=O